3-methyl-1-phenyl-1H-benzo[d]imidazole CN1CN(C2=C1C=CC=C2)C2=CC=CC=C2